BrC1=CC2=C(NC(=N2)N2CCN(CC2)C(=O)OC(C)(C)C)C=C1 tert-butyl 4-(5-bromo-1H-benzimidazol-2-yl)piperazine-1-carboxylate